COC=1C=C(\C=N\N2C3=NC(=NC(=C3N=C2)NC2=CC=NC=C2)N2CCOCC2)C=CC1 (E)-9-((3-methoxybenzylidene)amino)-2-morpholino-N-(pyridin-4-yl)-9H-purin-6-amine